N-[4-fluoro-5-(2-morpholin-4-ylpyrimidin-5-yl)-2-[rac-(3R,5S)-3,4,5-trimethylpiperazin-1-yl]phenyl]benzamide FC1=CC(=C(C=C1C=1C=NC(=NC1)N1CCOCC1)NC(C1=CC=CC=C1)=O)N1C[C@H](N([C@H](C1)C)C)C |r|